7-(4-(isopropylamino)-5-(5-methyl-1,3,4-thiadiazol-2-yl)pyridin-2-yl)pyrrolo[1,2-b]Pyridazine-3-carbonitrile C(C)(C)NC1=CC(=NC=C1C=1SC(=NN1)C)C1=CC=C2N1N=CC(=C2)C#N